(R)-N-Boc-3-aminopyrrole C(=O)(OC(C)(C)C)N1C=C(C=C1)N